5-(ethoxymethyl)furan-2-carboxylic acid C(C)OCC1=CC=C(O1)C(=O)O